(3E)-6-(hexyloxymethoxy)-3-hexenylmagnesium bromide C(CCCCC)OCOCC/C=C/CC[Mg]Br